C(C)OC(CS)OCC (2,2-diethoxyethyl)sulfane